tert-Butyl (E)-3-(4-bromo-1-(phenylsulfonyl)-1H-pyrrolo[2,3-b]pyridin-2-yl)acrylate BrC1=C2C(=NC=C1)N(C(=C2)/C=C/C(=O)OC(C)(C)C)S(=O)(=O)C2=CC=CC=C2